ClC1=CC(=NC(=C1O)Cl)C(=O)NC1=C2C(N(C(N(C2=CC=C1)C)=O)CC1=C(C=CC=C1)C(F)(F)F)=O 4,6-dichloro-5-hydroxy-N-(1-methyl-2,4-dioxo-3-(2-(trifluoromethyl)benzyl)-1,2,3,4-tetrahydroquinazolin-5-yl)pyridinecarboxamide